CC(COCCOCCOC1=CC=CC=C1)=C (2-(2-((2-methylallyl)oxy)ethoxy)ethoxy)benzene